O.C(C)(=O)O.C(C)(=O)O acetic acid hemihydrate